OCC=1C=C(COC(CCC(OCCC#CCCCC)OCCC#CCCCC)=O)C=C(C1)CO 4,4-bis(oct-3-yn-1-yloxy)butanoic acid 3,5-bis(hydroxymethyl)Benzyl ester